C(=O)(O)C1=CC=CC2=CC=CC(=C12)C(=O)O 1,8-dicarboxylnaphthalene